CC1(OB(OC1(C)C)C=1C=CC=2C=CC3=CC=CC=C3C2C1)C 4,4,5,5-tetramethyl-2-(phenanthren-3-yl)-1,3,2-dioxaborolan